2-(ethoxymethyl)-5-phenyl-1H-imidazole-4-carboxamidine C(C)OCC=1NC(=C(N1)C(=N)N)C1=CC=CC=C1